ClC1=C(C=C(C=C1)C1=CSC=2C=NN(C(C21)=O)CC(=O)N2CC(CC2)F)F 3-(4-chloro-3-fluorophenyl)-5-(2-(3-fluoropyrrolidin-1-yl)-2-oxoethyl)thieno[2,3-d]pyridazin-4(5H)-one